ethylenediamine nickel difluoride [Ni](F)F.C(CN)N